ClCC1=C(C=CC(=C1)C)C1=C(C=CC(=C1)C)S(=O)(=O)N (2-(chloromethyl)-4-methylphenyl)-4-methylbenzenesulfonamide